ClC=1C=CC=C2C(NC(=NC12)C1CN(CC1)C1CCN(CC1)C=1C=CC(=NC1)C(=O)NC)=O 5-(4-(3-(8-chloro-4-oxo-3,4-dihydro-quinazolin-2-yl)pyrrolidin-1-yl)piperidin-1-yl)-N-methylpyridineamide